ClC1=C(C(=CC(=C1)C1CC1)C)C1=CC=C(C(=N1)N)N 6-(2-chloro-4-cyclopropyl-6-methyl-phenyl)pyridine-2,3-diamine